((1S,4S,5S)-4-(4-((R)-3-(3-fluorophenyl)-2-methyloctan-2-yl)-2,6-dimethoxyphenyl)-6,6-dimethylbicyclo[3.1.1]hept-2-en-2-yl)methanol FC=1C=C(C=CC1)[C@H](C(C)(C)C1=CC(=C(C(=C1)OC)[C@H]1C=C([C@@H]2C([C@H]1C2)(C)C)CO)OC)CCCCC